tert-butyl (2S,6R)-4-((S)-l-1-chloro-6-oxo-3-(pyrazin-2-yloxy)-10-(trifluoromethyl)-3,4-dihydro-2H,6H-[1,4]thiazepino[2,3,4-ij]quinazolin-8-yl)-2,6-dimethylpiperazine-1-carboxylate ClS1C[C@H](CN2C(N=C(C3=CC(=CC1=C23)C(F)(F)F)N2C[C@@H](N([C@@H](C2)C)C(=O)OC(C)(C)C)C)=O)OC2=NC=CN=C2